COC1=NN(C=C1[N+](=O)[O-])CCCCN 4-(3-methoxy-4-nitro-pyrazol-1-yl)butan-1-amine